BrC1=CC2=C(C=C1)C1=C(C(N([C@](CO1)(C(=O)NCC1=NC=CC=C1OC)C)CC(=O)N(C)C)=O)O2 (R)-8-bromo-4-(2-(dimethylamino)-2-oxoethyl)-N-((3-methoxypyridin-2-yl)methyl)-3-methyl-5-oxo-2,3,4,5-tetrahydrobenzofuro[2,3-f][1,4]oxazepine-3-carboxamide